COC1=CC=C(C=C1)/N=C(\C)/C=1N(C2=CC=CC=C2C1)C (E)-N-(4-methoxyphenyl)-1-(1-methyl-1H-indole-2-yl)ethane-1-imine